(E)-3-((3,3-dibutyl-7-(methylthio)-1,1-dioxido-5-(4-pivaloylaminophenyl)-2,3,4,5-tetrahydro-1,5-benzothiazepin-8-yl)oxy)acrylic acid C(CCC)C1(CS(C2=C(N(C1)C1=CC=C(C=C1)NC(C(C)(C)C)=O)C=C(C(=C2)O/C=C/C(=O)O)SC)(=O)=O)CCCC